COC(C1=C(C=C(C(=C1)OCCCNC(C1=C(C=CC=C1)F)=O)OC)N)=O 2-amino-5-(3-(2-fluorobenzamido)propoxy)-4-methoxybenzoic acid methyl ester